2'-(2-Chloro-5-fluoropyrimidin-4-yl)-3',5'-dimethyl-5',6'-dihydro-4'H-spiro[cyclopropane-1,7'-thieno[3,2-c]pyridin]-4'-one ClC1=NC=C(C(=N1)C1=C(C=2C(N(CC3(C2S1)CC3)C)=O)C)F